1-(triethoxysilylmethyl)-1H-tetrazole C(C)O[Si](OCC)(OCC)CN1N=NN=C1